C(C)(C)N1N=NC2=C1C=C(C=C2)C=2C=CN1N=C(N=C(C12)OC)NC1CCN(CC1)C1(COC1)C 5-(1-isopropyl-1H-benzo[d][1,2,3]triazol-6-yl)-4-methoxy-N-(1-(3-methyloxetan-3-yl)piperidin-4-yl)pyrrolo[2,1-f][1,2,4]triazin-2-amine